racemic-N-Boc-alanin C(=O)(OC(C)(C)C)N[C@@H](C)C(=O)O |r|